(S)-N-(4-(3'-chloro-5-fluoro-2-hydroxy-4'-(3-methyl-2-oxo-2,3-dihydro-1H-imidazol-1-yl)-[1,1'-biphenyl]-3-yl)-6-(3-(dimethylamino)pyrrolidin-1-yl)pyridin-2-yl)acetamide ClC=1C=C(C=CC1N1C(N(C=C1)C)=O)C1=C(C(=CC(=C1)F)C1=CC(=NC(=C1)N1C[C@H](CC1)N(C)C)NC(C)=O)O